tert-butyl (1R,5S)-7-hydroxy-3-oxa-9-azabicyclo[3.3.1]nonane-9-carboxylate OC1C[C@H]2COC[C@@H](C1)N2C(=O)OC(C)(C)C